FC1=CC(=C(C=C1)NC1=C(C(=O)O)C=C(C=C1)C(F)(F)F)CCCC=C ((4-fluoro-2-(pent-4-en-1-yl)phenyl)amino)-5-(trifluoromethyl)benzoic acid